CC1=CC=C(C=C1)S(=O)(=O)OC1=CC(N(C=2N(C(N(C(C21)=O)C)=O)CC)C)=O 1-ethyl-3,8-dimethyl-2,4,7-trioxo-1,2,3,4,7,8-hexahydropyrido[2,3-d]pyrimidin-5-yl p-toluenesulfonate